N-(5-((4-(1H-tetrazol-1-yl)phenyl)carbamoyl)-2-(piperidin-yl)phenyl)-1-(2,2,2-trifluoroethyl)-1H-indazole-3-carboxamide N1(N=NN=C1)C1=CC=C(C=C1)NC(=O)C=1C=CC(=C(C1)NC(=O)C1=NN(C2=CC=CC=C12)CC(F)(F)F)N1CCCCC1